ClC1=CC2=C(C=N1)C1(CN2C2=NC(=NC(=C2)C2OCCC2)C(C)(F)F)CC1 6'-Chloro-1'-(2-(1,1-difluoroethyl)-6-(tetrahydrofuran-2-yl)pyrimidin-4-yl)-1',2'-dihydrospiro[cyclopropane-1,3'-pyrrolo[3,2-c]pyridine]